2-amino-3-cyano-4-(4-methylphenyl)-6-methyl-4H-pyran-5-carboxylic acid methyl ester COC(=O)C=1C(C(=C(OC1C)N)C#N)C1=CC=C(C=C1)C